FC(C(C(C)[N+](=O)[O-])(O)C)(F)F 1,1,1-trifluoro-2-methyl-3-nitrobutan-2-ol